(N,N-diethylaminopropyl)trimethoxysilane C(C)N(CC)CCC[Si](OC)(OC)OC